(2S,3S,4S,5S)-4-[[3-(3-methoxy-2-pyridinyl)-4,5-dimethyl-5-(trifluoromethyl)tetrahydrofuran-2-carbonyl]amino]pyridine-2-carboxamide COC=1C(=NC=CC1)[C@H]1[C@H](O[C@@]([C@H]1C)(C(F)(F)F)C)C(=O)NC1=CC(=NC=C1)C(=O)N